methyl 5-(2-{6-chloro-4-[(1E)-1-(hydroxyimino)ethyl]pyridin-3-yl}ethynyl)-4-methylpyridine-2-carboxylate ClC1=CC(=C(C=N1)C#CC=1C(=CC(=NC1)C(=O)OC)C)/C(/C)=N/O